C(C)OC(=O)C1=C(C(=NNC1=O)C1=CC(=CC=C1)[N+](=O)[O-])Cl 4-chloro-3-(3-nitrophenyl)-6-oxo-1H-pyridazine-5-carboxylic acid ethyl ester